(S)-8-Cyclopropyl-3-(3-(3-methyl-1-(4-methyl-4H-1,2,4-triazol-3-yl)cyclobutyl)phenyl)-6-((3-methylpiperidin-1-yl)methyl)-4H-chromen-4-one C1(CC1)C=1C=C(C=C2C(C(=COC12)C1=CC(=CC=C1)C1(CC(C1)C)C1=NN=CN1C)=O)CN1C[C@H](CCC1)C